(1R,2S,5S)-N-(cyano(isoquinolin-4-yl)methyl)-6,6-dimethyl-3-(2-morpholinoacetyl)-3-azabicyclo[3.1.0]hexane-2-carboxamide C(#N)C(NC(=O)[C@@H]1[C@H]2C([C@H]2CN1C(CN1CCOCC1)=O)(C)C)C1=CN=CC2=CC=CC=C12